3-chloro-6-(pyrazin-2-yl)pyridazine tri(4-Cyclohexylphenyl)phosphat C1(CCCCC1)C1=CC=C(C=C1)OP(=O)(OC1=CC=C(C=C1)C1CCCCC1)OC1=CC=C(C=C1)C1CCCCC1.ClC=1N=NC(=CC1)C1=NC=CN=C1